methyl 2-(8-azabicyclo[3.2.1]octan-3-ylmethyl)-8-fluoro-3,4-dihydro-1H-isoquinoline-6-carboxylate C12CC(CC(CC1)N2)CN2CC1=C(C=C(C=C1CC2)C(=O)OC)F